C=C(C(C(=O)[O-])O)C1=CC(=CC(=C1)C(C)(C)C)C(C)(C)C methylene(3,5-di-tert-butylhydroxy hydrocinnamate)